N-[1-(phenylsulfonyl)indazol-6-yl]Acetamide C1(=CC=CC=C1)S(=O)(=O)N1N=CC2=CC=C(C=C12)NC(C)=O